CN1C2=C(C=CC1=O)NC=C2 4-methyl-1,4-dihydro-5H-pyrrolo[3,2-b]pyridin-5-one